N,N'-dimethyl-N,N'-dinitro-p-phenylenediamine CN(C1=CC=C(C=C1)N([N+](=O)[O-])C)[N+](=O)[O-]